methyl 4-((1-(2-(4,4-dimethylpiperidin-1-yl)-3,6-dimethyl-4-oxo-3,4-dihydroquinazolin-8-yl)ethyl)amino)-1-methyl-1H-pyrazole-3-carboxylate CC1(CCN(CC1)C1=NC2=C(C=C(C=C2C(N1C)=O)C)C(C)NC=1C(=NN(C1)C)C(=O)OC)C